CNS(=O)(=O)C=1C=C(C(=O)O)C=CC1 3-(N-methylsulfamoyl)benzoic acid